C=C(C)C1=C(C=CC=C1)[C@H]1N(CCC1)C1CC2(C1)CCN(CC2)C2=CC=C(C(=O)N)C=C2 4-(2-((S)-2-(2-(prop-1-en-2-yl)phenyl)pyrrolidin-1-yl)-7-azaspiro[3.5]nonan-7-yl)benzamide